C1(=CC=CC=2SC3=C(C21)C=CC=C3)C=3C(=C2C(=CC3)N=C3C=CC1=C4C=CC=CC4=NC1=C32)C3=C(C=CC=C3)C=3C(=CC=CC3)C3=CC=CC=C3 (dibenzothiophenyl)(terphenylyl)indolocarbazole